C(C1=CC=CC=C1)OC1=CC=C(C=C1)O 4-(benzyloxy)phenol